C(C)(C)(C)OC(C1=C(C=CC(=C1)/C(=N/O)/Cl)OC)=O (Z)-5-(chloro(hydroxyimino)methyl)-2-methoxybenzoic acid tert-butyl ester